C(C)(=O)C1CNCC1C 3-acetyl-4-methylpyrrolidine